potassium 2,4,6-trioxo-1,3,5-triazin-1-ol O=C1N(C(NC(N1)=O)=O)O.[K]